tert-butyl (4-hydroxyphenylmethyl)carbamate OC1=CC=C(C=C1)CNC(OC(C)(C)C)=O